BrC1=NC=CC(=C1OC)OC 2-bromo-3,4-dimethoxypyridine